1-(3-chloro-5'-fluoro-2'-hydroxy-3'-(4-(piperazin-1-yl)-1H-benzo[d]imidazol-6-yl)-[1,1'-biphenyl]-4-yl)-3-methyl-1H-imidazol-2(3H)-one ClC=1C=C(C=CC1N1C(N(C=C1)C)=O)C1=C(C(=CC(=C1)F)C=1C=C(C2=C(NC=N2)C1)N1CCNCC1)O